C(C)N1N=C(C=C1)C=1C=C(C=C(C1)C=1C=NN(C1)COC)[C@@H](C)NC(C1=C(C=CC(=C1)N1[C@H]2CN([C@@H](C1)C2)C)C)=O N-((R)-1-(3-(1-ethyl-1H-pyrazol-3-yl)-5-(1-(methoxymethyl)-1H-pyrazol-4-yl)-phenyl)ethyl)-2-methyl-5-((1R,4R)-5-methyl-2,5-diazabicyclo[2.2.1]heptan-2-yl)benzamide